CN1C(N(C=2N=CN(C2C1=O)CC(=O)NC=1N=NC(=CC1)C1=CC=CC=C1)C)=O 2-(1,3-dimethyl-2,6-dioxo-1,2,3,6-tetrahydro-7H-purin-7-yl)-N-(6-phenylpyridazin-3-yl)acetamide